CSCCC(C(=O)O)O 4-methylthio-2-hydroxy-butanoic Acid